3-hydroxy-N-(4-(pyridin-2-yl)thiazol-2-yl)benzamide OC=1C=C(C(=O)NC=2SC=C(N2)C2=NC=CC=C2)C=CC1